4-(4-(1-acryloylazetidine-3-carbonyl)phenyl)-6-(4-(4-methylpiperazin-1-yl)phenyl)pyrazolo[1,5-a]pyridine-3-carbonitrile C(C=C)(=O)N1CC(C1)C(=O)C1=CC=C(C=C1)C=1C=2N(C=C(C1)C1=CC=C(C=C1)N1CCN(CC1)C)N=CC2C#N